[Br-].C(C1=CC=CC=C1)[N+]1=CC2=NC(=C(N=C2C=C1)SC)N1CCN(CC1)C(=O)OC(C)(C)C tert-butyl 4-(6-benzyl-2-methylsulfanyl-pyrido[3,4-b]pyrazin-6-ium-3-yl)piperazine-1-carboxylate bromide